ClC12CC(C1)(C2)C(CCC(C=C)(C)C)=O 1-(3-chlorobicyclo[1.1.1]pentan-1-yl)-4,4-dimethylhex-5-en-1-one